(5-methyl-1,2,4-oxadiazol-3-yl)methanamine hydrochloride Cl.CC1=NC(=NO1)CN